C(CCC)C1=NC2(C(N1CC1=CC=C(C=C1)C1=CC(=CC=C1C=1N=NNN1)C1=CC=C(C=C1)C)=O)CCCC2 2-butyl-3-((4''-methyl-6'-(2H-tetrazol-5-yl)-[1,1':3',1''-terphenyl]-4-yl)methyl)-1,3-diazaspiro[4.4]non-1-en-4-one